FC1=C2C(N(C(=NC2=CC(=C1)O)CSC1CCOCC1)COCC[Si](C)(C)C)=O 5-fluoro-7-hydroxy-2-(((tetrahydro-2H-pyran-4-yl)thio)methyl)-3-((2-(trimethylsilyl)ethoxy)methyl)quinazolin-4(3H)-one